1-(5-(4-Chlorophenyl)pyridin-2-yl)-5,7-difluoro-1H-indazol-6-ol ClC1=CC=C(C=C1)C=1C=CC(=NC1)N1N=CC2=CC(=C(C(=C12)F)O)F